3-iodo-2-methylquinolin-4(1H)-one IC1=C(NC2=CC=CC=C2C1=O)C